hydroxylamine Hydrochloride Cl.NO